ClC1=NC(=C2N=CN(C2=N1)[C@H]1[C@@H]([C@@H](C(O1)=COCP(O)(O)=O)O)O)NCC1CCCC1 ({[(2R,3S,4R,5R)-5-{2-chloro-6-[(cyclopentylmethyl)amino]-9H-purin-9-yl}-3,4-dihydroxyoxolanyl-2-yl]methoxy}methyl)phosphonic acid